4-(tert-butyl)-N-((3,4-difluorophenyl)thiocarbamoyl)benzamide C(C)(C)(C)C1=CC=C(C(=O)NC(NC2=CC(=C(C=C2)F)F)=S)C=C1